(R)-3-(((methylsulfonyl)oxy)methyl)pyrrolidine-1-carboxylic acid tertButyl ester C(C)(C)(C)OC(=O)N1C[C@@H](CC1)COS(=O)(=O)C